cis-5-((1-(tert-butyl)-3-(3-((4-ethylpyridazin-3-yl)oxy)cyclopentyl)-1H-pyrazol-5-yl)amino)-4-fluoro-2-(4-methoxybenzyl)-2,3-dihydrobenzo[d]isothiazole 1,1-dioxide C(C)(C)(C)N1N=C(C=C1NC=1C=CC2=C(CN(S2(=O)=O)CC2=CC=C(C=C2)OC)C1F)[C@@H]1C[C@@H](CC1)OC=1N=NC=CC1CC